C(C)(C)(C)C=1C=C2C=3C=CC(=CC3NC2=CC1)OC 6-(tert-butyl)-2-methoxy-9H-carbazole